6-(2-oxo-2-(4-(2-oxo-7-(trifluoromethyl)-2,3-dihydro-1H-benzo[d]imidazol-1-yl)piperidin-1-yl)ethyl)quinoline-4-carbonitrile O=C(CC=1C=C2C(=CC=NC2=CC1)C#N)N1CCC(CC1)N1C(NC2=C1C(=CC=C2)C(F)(F)F)=O